1-(2-(3-fluoro-5-(trifluoromethyl)benzyl)pyridin-4-yl)-5,6,7,8-tetrahydropyrazolo[4,3-c]azepin-4(1H)-one FC=1C=C(CC2=NC=CC(=C2)N2N=CC=3C(NCCCC32)=O)C=C(C1)C(F)(F)F